3-(2-(2-(4-methylcyclohex-3-en-1-yl)propyl)-1,3-dioxan-4-yl)-1-phenylpropan-1-one CC1=CCC(CC1)C(CC1OCCC(O1)CCC(=O)C1=CC=CC=C1)C